C1(=CC=C(C=C1)[C@H](C)N[S@@](=O)C(C)(C)C)C1=CC=CC=C1 (S)-N-[(1S)-1-{[1,1'-Biphenyl]-4-yl}ethyl]-2-methylpropane-2-sulfinamide